C(C)(C)(C)C(C(=O)N)N(C)C=1C2=C(N=C(N1)C1=NC=CC(=C1)OCCN1[C@@H]3CO[C@H](C1)C3)SC(=C2C)C tert-butyl-2-{[5,6-dimethyl-2-(4-{2-[(1S,4S)-2-oxa-5-azabicyclo[2.2.1]heptan-5-yl]ethoxy}pyridin-2-yl)thieno[2,3-d]pyrimidin-4-yl](methyl)amino}acetamide